N-(4-(4-amino-5-(4-((3,5-dimethyl-1H-pyrazol-1-yl)methyl)phenyl)-7-methyl-7H-pyrrolo[2,3-d]pyrimidin-6-yl)phenyl)methacrylamide NC=1C2=C(N=CN1)N(C(=C2C2=CC=C(C=C2)CN2N=C(C=C2C)C)C2=CC=C(C=C2)NC(C(=C)C)=O)C